1-(2,6-difluoro-4-nitrophenyl)-1H-pyrazole FC1=C(C(=CC(=C1)[N+](=O)[O-])F)N1N=CC=C1